C(#N)C=1C(=NC=C(C1)C=1C=C2C(=NC1)NC=C2C(C2=C(C(=CC=C2F)NS(N(C)CC)(=O)=O)F)=O)N2CCN(CC2)C(=O)OC(C)(C)C tert-butyl 4-[3-cyano-5-[3-[3-[[ethyl(methyl)sulfamoyl]amino]-2,6-difluoro-benzoyl]-1H-pyrrolo[2,3-b]pyridin-5-yl]-2-pyridyl]piperazine-1-carboxylate